C(#N)C1=CC(=NC=C1)N1CC2(C3=C1N=CN=C3N3C[C@H](N(C[C@@H]3C)C(=O)OC(C)(C)C)C)CC(C2)O tert-butyl (2R,5S)-4-(7'-(4-cyanopyridin-2-yl)-3-hydroxy-6',7'-dihydrospiro[cyclobutane-1,5'-pyrrolo[2,3-d]pyrimidin]-4'-yl)-2,5-dimethylpiperazine-1-carboxylate